C(C=C)(=O)OC1=CC(=C(C(=O)C2=CC=C(C=C2)O)C=C1)O 4-acryloxy-2,4'-dihydroxy-benzophenone